(Z)-5-methyl-5H-pyrazino[2,3-b]azepin-6(7H)-one CN1C2=C(\C=C/CC1=O)N=CC=N2